2-butyl-4-chloro-1-[[2'-(1H-tetrazol-5-yl)[1,1'-biphenyl]-4-yl]methyl]-1H-imidazole-5-methanol C(CCC)C=1N(C(=C(N1)Cl)CO)CC1=CC=C(C=C1)C1=C(C=CC=C1)C1=NN=NN1